C(C=C)C1=CC(=NC(=C1)Cl)Cl 4-allyl-2,6-dichloropyridine